4-(6-(2,5-Difluorophenyl)-6-(1-methyl-2-oxo-1,2-dihydropyridin-3-yl)hexa-1,3-Diyn-1-yl)-3-iodopyrazolo[1,5-a]pyridine-5-carboxylic acid methyl ester COC(=O)C1=C(C=2N(C=C1)N=CC2I)C#CC#CCC(C=2C(N(C=CC2)C)=O)C2=C(C=CC(=C2)F)F